NC1=CCC(C=2CCCC(C12)=O)NC([C@H](C)NC([C@H](C(C)C)NC(OCC=C)=O)=O)=O Allyl ((S)-1-(((S)-1-((4-amino-5-oxo-5,6,1,8-tetrahydronaphthalen-1-yl)amino)-1-oxopropan-2-yl)amino)-3-methyl-1-oxobutan-2-yl)carbamate